ethyl 1-ethyl-4-fluoro-3-methyl-1H-pyrazole-5-carboxylate C(C)N1N=C(C(=C1C(=O)OCC)F)C